FC=1C=C(C2=C(CCO2)C1)C(CC(CNC1=C2C=CNC(C2=CC=C1)=O)(C(F)(F)F)O)(C)C 5-[4-(5-Fluoro-2,3-dihydrobenzofuran-7-yl)-2-hydroxy-4-methyl-2-trifluoromethyl-pentylamino]isoquinolin-1(2H)-one